NC=1C(=NC=C(C1)C=C)C(=O)OC methyl 3-amino-5-vinylpicolinate